ClC1=C(C=CC=C1Cl)N1CCN(CC1)CCC1CC(C1)NC(=O)C1=CN=C(O1)C N-(3-(2-(4-(2,3-dichlorophenyl)piperazin-1-yl)ethyl)cyclobutyl)-2-methyl-oxazole-5-carboxamide